O1CCC(CC1)C1=NC=CC(=N1)CO (2-(tetrahydro-2H-pyran-4-yl)pyrimidin-4-yl)methanol